COC=1C=CC(=NC1)COC1=CC=C2CCN(CC2=C1)C(=O)C=1C=NC(=CC1)OC 7-[(5-Methoxypyridin-2-yl)methoxy]-2-(6-methoxypyridine-3-carbonyl)-1,2,3,4-tetrahydroisoquinoline